The molecule is a histidine derivative that is histidine in which one of the hydrogens of the alpha-amino group is substituted by an acetyl group. It is a histidine derivative and a N-acetyl-amino acid. CC(=O)NC(CC1=CN=CN1)C(=O)O